C(C1=CC=CC=C1)=C1C(N(C(N(C1=O)C)=O)C)=O 5-benzylidene-1,3-dimethylpyrimidine-2,4,6(1H,3H,5H)-trione